N-acetyl-beta-naphthylalanine C(C)(=O)N[C@@H](CC1=CC=CC2=CC=CC=C12)C(=O)O